(methylsulfonamido)pyrazin CS(=O)(=O)NC1=NC=CN=C1